C(#C)C=1C(=C(C=CC1)N1CCN(CC1)C(=O)OC(C)(C)C)F tert-butyl 4-(3-ethynyl-2-fluorophenyl)piperazin-1-carboxylate